FC1=C2CCNC2=CC=C1F 4,5-difluoroindoline